C(C)(C)(C)OC(=O)N1C(C(CCC1=O)N1C(C2=CC=CC(=C2C1)N(C)CCCCCCCC(=O)OC(C)(C)C)=O)=O 3-(4-((8-(tert-butoxy)-8-oxooctyl)(methyl)amino)-1-oxoisoindolin-2-yl)-2,6-dioxopiperidine-1-carboxylic acid tert-butyl ester